CC1=NOC(=C1C1=CC=C2C=3N([C@H](COC31)C3=NC=CC=C3)C(=N2)N2C[C@@H](CC2)NS(=O)(=O)CCC)C N-{(3R)-1-[(4S)-7-(3,5-dimethylisoxazol-4-yl)-4-pyridin-2-yl-4,5-dihydroimidazo[1,5,4-de][1,4]benzoxazin-2-yl]pyrrolidin-3-yl}propane-1-sulfonamide